O=C(C(=O)O)CCC(=O)O.N[C@@H](CCCN)C(=O)O Ornithine Ketoglutarate